(+)-8-((1S,2S)-2-hydroxy-2-methylcyclopentyl)-6-(methyl-d3)-2-((1-((methyl-d3)sulfonyl)piperidin-4-yl-4-d)-amino)pyrido[2,3-d]pyrimidin-7(8H)-one O[C@@]1([C@H](CCC1)N1C(C(=CC2=C1N=C(N=C2)NC2(CCN(CC2)S(=O)(=O)C([2H])([2H])[2H])[2H])C([2H])([2H])[2H])=O)C